[1,1'-biphenyl]-3-carbonyl chloride C1(=CC(=CC=C1)C(=O)Cl)C1=CC=CC=C1